2-(3-Amino-5-(trifluoromethyl)benzo[b]thiophen-2-yl)-1,1,1-trifluoropropan-2-ol NC=1C2=C(SC1C(C(F)(F)F)(C)O)C=CC(=C2)C(F)(F)F